C(CCC)OC1=NN2C(C(=N1)N)=NC=C2 2-butoxyimidazo[2,1-f][1,2,4]triazine-4-amine